2,2-dimethyl-4-(6-nitropyridin-3-yl)piperazine-1-carboxylic acid tert-butyl ester C(C)(C)(C)OC(=O)N1C(CN(CC1)C=1C=NC(=CC1)[N+](=O)[O-])(C)C